COC(C1=C(C=CC=C1C(F)(F)F)[N+]#[C-])=O METHYL-2-ISOCYANO-6-(TRIFLUOROMETHYL)-BENZOATE